FC(C(=O)O)(F)F.NC=1N=CC(=NC1N1N=CN=C1)C=1C=C(C=CC1C)S(=O)(=O)NC12CCC(CC1)(C2)O 3-(5-Amino-6-(1H-1,2,4-triazol-1-yl)pyrazin-2-yl)-N-(4-hydroxybicyclo[2.2.1]heptan-1-yl)-4-methylbenzenesulfonamide trifluoroacetate salt